1-(6-butyl-3-(4-methoxyphenyl)pyrazin-2-yl)-4-fluoropiperidine-4-carboxylic acid C(CCC)C1=CN=C(C(=N1)N1CCC(CC1)(C(=O)O)F)C1=CC=C(C=C1)OC